3,3-dimethyl-7-{[(1-methylcyclobutyl)amino]methyl}-N-{3-[(1s,3s)-3-(cyanomethyl)-1-(4-methyl-1,2,4-triazol-3-yl)cyclobutyl]phenyl}-1H,2H-pyrrolo[3,2-b]pyridine-5-carboxamide CC1(CNC=2C1=NC(=CC2CNC2(CCC2)C)C(=O)NC2=CC(=CC=C2)C2(CC(C2)CC#N)C2=NN=CN2C)C